S(C)(=O)(=O)OCC1=CC(=CC(=C1)F)F 3,5-difluorobenzyl mesylate